FC=1C=C(C=CC1C1=NN2C(N=C(C=C2C2=NN(N=C2)C)C(=O)N2[C@@H](C3=CC=CC=C3CC2)C)=C1)NC(=O)N1C[C@@H](CC1)O (R)-N-(3-fluoro-4-(5-((R)-1-methyl-1,2,3,4-tetrahydroisoquinoline-2-carbonyl)-7-(2-methyl-2H-1,2,3-triazol-4-yl)pyrazolo[1,5-a]pyrimidin-2-yl)phenyl)-3-hydroxypyrrolidine-1-carboxamide